FC1=C(C(=CC=C1)OCOC)B(O)O [2-Fluoro-6-(methoxymethoxy)phenyl]boronic acid